ClC1=NC=C(C(=C1)NC(=S)C1=CC=CC=C1)Cl (2,5-Di-chloro-4-pyridinyl)phenylthiocarboxamide